C[O-].C[O-].C[O-].CC=1C(C=2CCCCC2C1)[Ti+3] 2-methyl-4,5,6,7-tetrahydroindenyl-titanium trimethoxide